Cl.Cl.C(O)(O)=O Carbonate dihydrochloride